N,N'-(2-methylpentane-1,5-diyl)bisaspartic acid tetraacetate C(C)(=O)O.C(C)(=O)O.C(C)(=O)O.C(C)(=O)O.CC(CN[C@@H](CC(=O)O)C(=O)O)CCCN[C@@H](CC(=O)O)C(=O)O